(R)-2-methyl-3-(1-((4-methyl-7-morpholinopyrido[3,4-d]pyridazin-1-yl)amino)ethyl)benzonitrile dihydrate O.O.CC1=C(C#N)C=CC=C1[C@@H](C)NC1=C2C(=C(N=N1)C)C=NC(=C2)N2CCOCC2